NC1=NC(=C(C=2N1C(N(N2)CC=2N=COC2C)=O)C2=CC([N+](C(=C2)C)=O)C)C2=CC=C(C=C2)F 5-amino-8-(2,6-dimethyl-1-oxo-pyridin-1-ium-4-yl)-7-(4-fluorophenyl)-2-[(5-methyl-oxazol-4-yl)methyl]-[1,2,4]triazolo[4,3-c]pyrimidin-3-one